COC1=CC=C(C(=O)NC2=C(C=C(C=C2C(=C)C2=CC=CC=C2)C2=CC=CC=C2)C(C)C)C=C1 4-methoxy-N-(3-isopropyl-5-(1-phenylvinyl)-[1,1'-biphenyl]-4-yl)benzamide